2-(3-methyl-2,3-dihydro-1H-imidazol-1-yl)-9H-carbazole CN1CN(C=C1)C1=CC=2NC3=CC=CC=C3C2C=C1